((3Z,6Z,9Z)-14-Methoxy-14-oxotetradeca-3,6,9-trien-1-yl)triphenylphosphonium bromide [Br-].COC(CCC\C=C/C\C=C/C\C=C/CC[P+](C1=CC=CC=C1)(C1=CC=CC=C1)C1=CC=CC=C1)=O